ClC1=NC=CC(=C1)N1C(CCC1)=O 1-(2-chloropyridin-4-yl)pyrrolidin-2-one